benzyl-methoxypropoxysilane C(C1=CC=CC=C1)[SiH2]OCCCOC